C(C)(C)(C)OC(=O)N1C2CN(CC1C2)C=2C=CC(=C(C(=O)O)C2)C 5-(6-(tert-butoxycarbonyl)-3,6-diazabicyclo[3.1.1]heptan-3-yl)-2-methylbenzoic acid